FC1=CC2=C(N=C(S2)N2C[C@@H](CC2)NC(OC(C)(C)C)=O)C=C1 Tert-butyl (R)-(1-(6-fluorobenzo[d]thiazol-2-yl)pyrrolidin-3-yl)carbamate